6-fluoro-3,3-dimethyl-8-trifluoromethyl-3,4-dihydro-1H-quinoxalin-2-one FC=1C=C2NC(C(NC2=C(C1)C(F)(F)F)=O)(C)C